2-[(1R,3S,5R)-2-{2-[3-Acetyl-5-(2-methylpyrimidin-5-yl)indazol-1-yl]acetyl}-5-methyl-2-azabicyclo[3.1.0]hexane-3-amido]-6-bromopyridine-4-carboxylic acid C(C)(=O)C1=NN(C2=CC=C(C=C12)C=1C=NC(=NC1)C)CC(=O)N1[C@@H]2C[C@@]2(C[C@H]1C(=O)NC1=NC(=CC(=C1)C(=O)O)Br)C